7-(2-((1-methyl-1H-pyrazol-5-yl)amino)pyrimidin-4-yl)pyrrolo[1,2-a]Pyrazin CN1N=CC=C1NC1=NC=CC(=N1)C=1C=C2N(C=CN=C2)C1